C(C)C=1C(NC2=CC(=CC=C2C1)CN1CCN(CC1)C(=O)[C@H]1[C@@H](CCC1)O)=O 3-ethyl-7-((4-((1R,2R)-2-hydroxycyclopentane-1-carbonyl)piperazin-1-yl)methyl)quinolin-2(1H)-one